cyclobutenyl-naphthyl-phosphinic acid C1(=CCC1)P(O)(=O)C1=CC=CC2=CC=CC=C12